N-benzyl-dipicolylamine C(C1=CC=CC=C1)N(CC1=NC=CC=C1)CC1=NC=CC=C1